FC(C1=CC(=C(C=C1)C=1CCCC2=C(C1C1=CC=C(C=C1)C=C1CN(C1)CCCF)C=CC(=C2)C(=O)O)C)F 8-(4-(difluoromethyl)-2-methylphenyl)-9-(4-((1-(3-fluoropropyl)azetidin-3-ylidene)methyl)phenyl)-6,7-dihydro-5H-benzo[7]annulene-3-carboxylic acid